O[C@H]1COCC[C@@H]1N1CCC(CC1)C=1C=C2C(=C(NC2=CC1)C=1C=C(C(N(C1)C)=O)C)C(C)C 5-(5-(1-((3r,4s)-3-hydroxytetrahydro-2H-pyran-4-yl)piperidin-4-yl)-3-isopropyl-1H-indol-2-yl)-1,3-dimethylpyridin-2(1H)-one